COC(=O)C=1SC=C(C1)C#CC1CCN(CC1)C 4-((1-Methylpiperidin-4-yl)ethynyl)thiophene-2-carboxylic acid methyl ester